ClC1=C(C=CC(=C1)F)C[C@@H](CNC(=O)C1=NN(C(N1)=O)C)C1CC1 (R)-N-(3-(2-chloro-4-fluorophenyl)-2-cyclopropylpropyl)-1-methyl-5-oxo-4,5-dihydro-1H-1,2,4-triazole-3-carboxamide